2-hydroxybenzoate hydrochloride Cl.OC1=C(C(=O)O)C=CC=C1